5-(8-((1S,2S)-2-(3-fluoro-1-(2,2,2-trifluoroethyl)-1H-pyrazolo[4,3-b]pyridin-6-yl)cyclopropyl)imidazo[1,2-b]pyridazin-6-yl)pyrimidine-2,4(1H,3H)-dione FC1=NN(C=2C1=NC=C(C2)[C@@H]2[C@H](C2)C=2C=1N(N=C(C2)C=2C(NC(NC2)=O)=O)C=CN1)CC(F)(F)F